CC1([C@H](CC2=CC=CC=C12)NC=1C=CC(=NC1)[C@@H](C(F)(F)F)N(C(=O)C1CCN(CC1)S(=O)(=O)C)C)C N-((S)-1-(5-(((S)-1,1-dimethyl-2,3-dihydro-1H-inden-2-yl)amino)pyridin-2-yl)-2,2,2-trifluoroethyl)-N-methyl-1-(methylsulfonyl)piperidine-4-carboxamide